3-[2-Aminoethyl-[3-(1-methylpyrazol-4-yl)quinoxalin-6-yl]amino]-5-methoxy-N-methylbenzamide NCCN(C=1C=C(C(=O)NC)C=C(C1)OC)C=1C=C2N=C(C=NC2=CC1)C=1C=NN(C1)C